7-((2S,5R)-2,5-dimethyl-4-((R)-1-(quinoxalin-6-yl)ethyl)piperazin-1-yl)-4-methyl-2,4-dihydro-5H-pyrazolo[4,3-d]pyrimidin-5-one C[C@@H]1N(C[C@H](N(C1)[C@H](C)C=1C=C2N=CC=NC2=CC1)C)C=1C=2C(N(C(N1)=O)C)=CNN2